C1(CC1)[C@H]1NC(OC12COC2)=O |r| (R and S)-8-cyclopropyl-2,5-dioxa-7-azaspiro[3.4]octan-6-one